ClC=1C=C(C=CC1)NC(N(C)C)=O 3-(3-chlorophenyl)-1,1-dimethylurea